C(C)NS(=O)(=O)C1=C(C=CC(=C1)CC=1OC=CN1)C1=CN=C(S1)[C@@H]1CC[C@H](CC1)NC(OC(C)C)=O isopropyl trans-N-[4-[5-[2-(ethylsulfamoyl)-4-(oxazol-2-ylmethyl)phenyl]thiazol-2-yl]cyclohexyl]carbamate